acetyl-bromoglucose C(C)(=O)[C@@](C(=O)Br)(O)[C@@H](O)[C@H](O)[C@H](O)CO